O(C1=CC=CC=C1)C=1C=C(CBr)C=CC1 3-(phenoxy)benzyl bromide